BrC=1C=2C(N=C3N(C2C=CC1)C1=CC(=CC=C1C3(C)C)N3CCN(CC3)CC3=CC=C(C=N3)N3CCC(CC3)C3=CC(=C(C(=C3)F)N3C(CCCC3=O)=O)F)=O (4-(1-(6-((4-(4-bromo-7,7-dimethyl-5-oxo-5,7-dihydroindolo[1,2-a]quinazolin-10-yl)piperazin-1-yl)methyl)pyridin-3-yl)piperidin-4-yl)-2,6-difluorophenyl)piperidine-2,6-dione